(1-(6-(2-hydroxyphenyl)pyridazin-4-yl)-4-phenylpiperidin-4-yl)(2,6-diazaspiro[3.4]octan-2-yl)methanone OC1=C(C=CC=C1)C1=CC(=CN=N1)N1CCC(CC1)(C1=CC=CC=C1)C(=O)N1CC2(C1)CNCC2